2-methyl-N-(5-methyl-1,3,4-oxadiazol-2-yl)-3-(methylsulfonyl)-4-(trifluoromethyl)benzamide CC1=C(C(=O)NC=2OC(=NN2)C)C=CC(=C1S(=O)(=O)C)C(F)(F)F